Methyl-6-(2,5-dimethyl-4-((4-phenyl-1H-pyrazol-1-yl)methyl)thiophene-3-carboxamido)spiro[3.3]heptane CC1CCC12CC(C2)NC(=O)C2=C(SC(=C2CN2N=CC(=C2)C2=CC=CC=C2)C)C